C(C1=CC=CC=C1)N1C(C=NC2=CC=CC=C12)=O 1-benzylquinoxaline-2(1H)-one